nonadec-2-yn-1-ol C(C#CCCCCCCCCCCCCCCCC)O